Meglumine ((((1'R,2'R)-6-hydroxy-5'-methyl-4-pentyl-2'-(prop-1-en-2-yl)-1',2',3',4'-tetrahydro-[1,1'-biphenyl]-2-yl)oxy)carbonyl)glycinate OC1=CC(=CC(=C1[C@H]1[C@@H](CCC(=C1)C)C(=C)C)OC(=O)NCC(=O)O)CCCCC.N(C)C[C@H](O)[C@@H](O)[C@H](O)[C@H](O)CO